BrC1=C(SC=C1Br)C=O 3,4-dibromothiophene-2-carbaldehyde